(9-(4,6-diphenyl-1,3,5-triazin-2-yl)-9H-carbazol-3-yl)boronic acid C1(=CC=CC=C1)C1=NC(=NC(=N1)C1=CC=CC=C1)N1C2=CC=CC=C2C=2C=C(C=CC12)B(O)O